6-[[(2R,3S,4R,5R)-3-(3,4-Difluoro-2-methoxy-phenyl)-4,5-dimethyl-5-(trifluoromethyl)tetrahydrofuran-2-carbonyl]amino]pyrimidin-4-carboxamid FC=1C(=C(C=CC1F)[C@H]1[C@@H](O[C@]([C@@H]1C)(C(F)(F)F)C)C(=O)NC1=CC(=NC=N1)C(=O)N)OC